1,1,1,2,3,3-Hexafluoro-4-(1,1,2,3,3,3-hexafluoropropoxy)pentane FC(C(C(C(C)OC(C(C(F)(F)F)F)(F)F)(F)F)F)(F)F